1-(3-bromoimidazo[1,2-b]pyridazin-6-yl)-N1,N2,N2-trimethylethane-1,2-diamine BrC1=CN=C2N1N=C(C=C2)C(CN(C)C)NC